CC1=CC=2N(C(C=C(N2)C(F)(F)F)=O)C=C1 8-methyl-2-(trifluoromethyl)-4H-pyrido[1,2-a]pyrimidin-4-one